O=C1NC(C(N1)(C=1N=CSC1C(F)(F)F)CNC(=O)C=1C(=CC(=CC1)F)C1=CC=C(C=C1)C(F)(F)F)=O N-({2,5-dioxo-4-[5-(trifluoromethyl)-1,3-thiazol-4-yl]imidazolidin-4-yl}methyl)-5-fluoro-4'-(trifluoromethyl)[biphenyl]-2-carboxamide